COC1=C(C=C(C=C1C(F)(F)F)C(=C)C)CC(=O)OCC ethyl 2-(2-methoxy-5-(prop-1-en-2-yl)-3-(trifluoromethyl)phenyl)acetate